4-nitrobenzyl (4R,5R,6s)-3-((diphenoxyphosphoryl) oxy)-6-((R)-1-hydroxyethyl)-4-methyl-7-oxo-1-azabicyclo[3.2.0]hept-2-ene-2-carboxylate O(C1=CC=CC=C1)P(=O)(OC1=CC=CC=C1)OC1=C(N2C([C@@H]([C@H]2[C@H]1C)[C@@H](C)O)=O)C(=O)OCC1=CC=C(C=C1)[N+](=O)[O-]